(1s,2R,3R,5R)-3-(aminomethyl)-5-(2-chloro-4-(methylamino)-7H-pyrrolo[2,3-d]pyrimidin-7-yl)cyclopentane-1,2-diol NC[C@@H]1[C@H]([C@H]([C@@H](C1)N1C=CC2=C1N=C(N=C2NC)Cl)O)O